OC(CC(=O)[O-])CC(C=C)O 3,5-dihydroxy-hept-6-enoate